1-((1H-benzo[d][1,2,3]triazol-1-yl)oxy)-3-(2-((tert-butyldimethylsilyl)oxy)ethyl)-7-chloro-2,6-naphthyridine N1(N=NC2=C1C=CC=C2)OC2=NC(=CC1=CN=C(C=C21)Cl)CCO[Si](C)(C)C(C)(C)C